C1(=C(C=CC=C1)C1=CNC(C2=CC(=CC=C12)OCCOCC(F)(F)F)=O)C 4-(o-tolyl)-7-(2-(2,2,2-trifluoroethoxy)ethoxy)isoquinolin-1(2H)-one